4,4',4'',4'''-(pyrene-1,3,6,8-tetrayltetrakis(ethyne-2,1-diyl))tetrabenzoic acid C1(=CC(=C2C=CC3=C(C=C(C4=CC=C1C2=C34)C#CC3=CC=C(C(=O)O)C=C3)C#CC3=CC=C(C(=O)O)C=C3)C#CC3=CC=C(C(=O)O)C=C3)C#CC3=CC=C(C(=O)O)C=C3